(R)-1-((4-(3-chloro-4-(2-chloro-3-(6-methoxy-5-((((5-oxopyrrolidin-2-yl)methyl)amino)methyl)pyridin-2-yl)phenyl)pyridin-2-yl)-2-methoxybenzyl)amino)cyclopropane-1-carboxylic acid ClC=1C(=NC=CC1C1=C(C(=CC=C1)C1=NC(=C(C=C1)CNC[C@@H]1NC(CC1)=O)OC)Cl)C1=CC(=C(CNC2(CC2)C(=O)O)C=C1)OC